(S)-3-cyclopropyl-1-(2-(2-methoxypyridin-4-yl)-1H-pyrrolo[2,3-b]pyridin-4-yl)-2-oxopyrrolidine-3-carbonitrile C1(CC1)[C@]1(C(N(CC1)C1=C2C(=NC=C1)NC(=C2)C2=CC(=NC=C2)OC)=O)C#N